O1C=C(C2=C1C=CC=C2)C[C@H](NC(C(C(=O)NCC2=CC(=CC=C2)OC)CC2=CC=CC=C2)=O)OB(O)O ((1R)-2-(benzofuran-3-yl)-1-(2-benzyl-3-((3-methoxybenzyl)amino)-3-oxopropionamido)ethyl)boric acid